(R)-5-((7-((tert-butoxycarbonyl)(3-Nitrophenyl)amino)-3-isopropylpyrazolo[1,5-a]pyrimidin-5-yl)amino)-2,2-dimethylpiperidine-1-carboxylic acid tert-butyl ester C(C)(C)(C)OC(=O)N1C(CC[C@H](C1)NC1=NC=2N(C(=C1)N(C1=CC(=CC=C1)[N+](=O)[O-])C(=O)OC(C)(C)C)N=CC2C(C)C)(C)C